COC1=C(C=NC=2N(C(N(C(C21)=O)CC(=O)NCC2OCCC2)=O)C)CCC 1,4-Dihydro-5-methoxy-1-methyl-2,4-dioxo-6-propyl-N-[(tetrahydro-2-furanyl)methyl]pyrido[2,3-d]pyrimidine-3(2H)-acetamide